CCC n-Propan